C(C1=CC=CC=C1)OC1CC(C1)(C1=CC(=CC=C1)[N+](=O)[O-])CC(=O)OCC ethyl 2-[3-benzyloxy-1-(3-nitrophenyl)-cyclobutyl]acetate